OCCNC1=NC=CC=C1 ((2-hydroxyethyl)amino)pyridin